FC=1C=C2CCC=3N(C2=CC1)N=C(C3[2H])C3CCN(CC3)C(=O)OC(C(F)(F)F)CO 1,1,1-trifluoro-3-hydroxypropan-2-yl 4-(7-fluoro-4,5-dihydropyrazolo[1,5-a]quinolin-2-yl-3-d)piperidine-1-carboxylate